(5-(4-methylpiperazin-1-yl)pyridin-2-yl)boronic acid CN1CCN(CC1)C=1C=CC(=NC1)B(O)O